methyl 3-(5-(benzyloxy)-1-(4-fluoro-3-methylphenyl)-2-isopropyl-1H-indol-3-yl)cyclobutane-1-carboxylate C(C1=CC=CC=C1)OC=1C=C2C(=C(N(C2=CC1)C1=CC(=C(C=C1)F)C)C(C)C)C1CC(C1)C(=O)OC